(R)-2-(benzofuran-3-yl)-1-((4,5-dihydro-2H,3'H-spiro[furan-3,1'-isobenzofuran]-6'-yl)methylsulfonamido)ethylboronic acid O1C=C(C2=C1C=CC=C2)C[C@H](NS(=O)(=O)CC2=CC=C1COC3(C1=C2)COCC3)B(O)O